(S)-N-(methoxyacetyl)phenylalanine methyl ester COC([C@@H](NC(COC)=O)CC1=CC=CC=C1)=O